14-chloro-4,6,8,10,12-pentamethylpentadecyl decyloxymethyl ether C(CCCCCCCCC)OCOCCCC(CC(CC(CC(CC(CC(C)Cl)C)C)C)C)C